(2S,3S,4S,5S)-4-[[4-cyclopropyl-3-(3,4-difluoro-2-methoxy-phenyl)-5-methyl-5-(trifluoromethyl)tetrahydrofuran-2-carbonyl]amino]pyridine-2-carboxamide C1(CC1)[C@H]1[C@H]([C@H](O[C@@]1(C(F)(F)F)C)C(=O)NC1=CC(=NC=C1)C(=O)N)C1=C(C(=C(C=C1)F)F)OC